FC1=CNC2=CC(=CC=C12)NC1=CC(=NC=C1)OCCC1=CC=C(C=C1)C(F)(F)F 3-fluoro-N-(2-{2-[4-(trifluoromethyl)phenyl]ethoxy}pyridin-4-yl)-1H-indol-6-amine